S(=O)(=O)(ON1[C@@H]2CC[C@H](N(C1=O)C2)C(NC(C2=CC=CC=C2)=O)=N)O (2S,5R)-2-(N-benzoylcarbamimidoyl)-7-oxo-1,6-diazabicyclo[3.2.1]octan-6-yl hydrogen sulfate